3-cyclopropyl-4-({2-fluoro-5-[(propan-2-yl)carbamoyl]phenyl}amino)-N-[(2Z)-imidazolidin-2-ylidene]benzamide C1(CC1)C=1C=C(C(=O)N=C2NCCN2)C=CC1NC1=C(C=CC(=C1)C(NC(C)C)=O)F